1-((2-aminothiazol-5-yl)methyl)-N-cyclohexylpiperidine-3-carboxamide NC=1SC(=CN1)CN1CC(CCC1)C(=O)NC1CCCCC1